O[C@](CCC1=CC(=C(C=C1C)C)C)(CC\C=C(\CC\C=C(\CCC=C(C)C)/C)/C)C 2-((S,6E,10E)-3-hydroxy-3,7,11,15-tetramethylhexadeca-6,10,14-trien-1-yl)-3,5,6-trimethylbenzene